(5-(4,5-dimethyl-6-(methylamino)pyridin-2-yl)-1-oxoisoindolin-2-yl)piperidine-2,6-dione CC1=CC(=NC(=C1C)NC)C=1C=C2CN(C(C2=CC1)=O)N1C(CCCC1=O)=O